Cl.CNC1(CC=2C(=CSC2)CC1)C N,5-dimethyl-6,7-dihydro-4H-2-benzothiophen-5-amine hydrochloride